4-(5-cyano-2-methoxyphenyl)-6-methyl-N-(5-(6-(2-oxopyrrolidin-1-yl)pyridin-3-yl)thiazolo[5,4-b]pyridin-2-yl)nicotinamide C(#N)C=1C=CC(=C(C1)C1=CC(=NC=C1C(=O)NC=1SC2=NC(=CC=C2N1)C=1C=NC(=CC1)N1C(CCC1)=O)C)OC